4-((3-chloro-4-fluorophenyl)amino)-7-methyl-1H-indole-2-carboxylic acid ClC=1C=C(C=CC1F)NC1=C2C=C(NC2=C(C=C1)C)C(=O)O